2,6-dichloro-4-(3-methoxycyclobutyl)pyridine ClC1=NC(=CC(=C1)C1CC(C1)OC)Cl